3-((Tert-Butyldimethylsilyl)oxy)-8-(3-hydroxyprop-1-yn-1-yl)-6H-benzo[c]chromen-6-one [Si](C)(C)(C(C)(C)C)OC1=CC=C2C3=C(C(OC2=C1)=O)C=C(C=C3)C#CCO